(1E,4Z,6E)-1,7-Bis(1,4-Dimethoxy-3-methylnaphthalen-2-yl)-5-Hydroxyhepta-1,4,6-trien-3-one COC1=C(C(=C(C2=CC=CC=C12)OC)C)\C=C\C(\C=C(\C=C\C1=C(C2=CC=CC=C2C(=C1C)OC)OC)/O)=O